5-methyl-2-((4-(pyridin-2-yloxy)benzoyl)glycyl)-2-azabicyclo[3.1.0]hexane-3-carboxamide CC12CC(N(C2C1)C(CNC(C1=CC=C(C=C1)OC1=NC=CC=C1)=O)=O)C(=O)N